5-(pyridazin-3-yl)-N-(3-(6-(trifluoromethyl)-1H-benzo[d]imidazol-2-yl)phenyl)pyrimidin-2-amine N1=NC(=CC=C1)C=1C=NC(=NC1)NC1=CC(=CC=C1)C1=NC2=C(N1)C=C(C=C2)C(F)(F)F